((R)-1-(((3-(2-cyano-3-((3R,5R)-3,5-dimethylmorpholino)-3-oxoprop-1-en-1-yl)phenethoxy)carbonyl)amino)-2-(p-tolyl)ethyl)boronic acid C(#N)C(=CC=1C=C(CCOC(=O)N[C@@H](CC2=CC=C(C=C2)C)B(O)O)C=CC1)C(=O)N1[C@@H](COC[C@H]1C)C